O=C1NC(CCC1NC1=CC=C(C=C1)C1CCNCC1)=O 4-(4-((2,6-dioxopiperidin-3-yl)amino)phenyl)piperidine